1,3-diphenylisopropylidene(cyclopentadienyl)(2,7-dimethyl-3,6-di-tert-butylfluorenyl)zirconium dichloride [Cl-].[Cl-].C1(=CC=CC=C1)C(C=[Zr+2](C1=C(C(C=C2C3=CC(=C(C=C3C=C12)C)C(C)(C)C)(C(C)(C)C)C1=CC=CC=C1)C)C1C=CC=C1)C